4-(3,4-dichlorophenyl)-2-(4-(2,6-dimethylpyridin-4-yl)-3-methyl-1H-pyrazol-1-yl)-5-(isopropylsulfanyl)thiazole 2,2'-azobis(2-methylpropionate) N(=NC(C(=O)O)(C)C)C(C(=O)O)(C)C.ClC=1C=C(C=CC1Cl)C=1N=C(SC1SC(C)C)N1N=C(C(=C1)C1=CC(=NC(=C1)C)C)C